FC(C1(CC1)N1N=NC(=C1)[C@H](C1=C2C=CC=NC2=C(C=C1)F)NC=1C=C2C(=C(C=NC2=C(C1)C#N)C#N)NCC(C(F)(F)F)(C)C)F (S)-6-(((1-(1-(difluoromethyl)cyclopropyl)-1H-1,2,3-triazol-4-yl)(8-fluoroquinolin-5-yl)methyl)amino)-4-((3,3,3-trifluoro-2,2-dimethylpropyL)amino)quinoline-3,8-dicarbonitrile